tert-butyldimethylsilyl-cytidine [Si](C)(C)(C(C)(C)C)[C@@]1([C@H](O)[C@H](O)[C@@H](CO)O1)N1C(=O)N=C(N)C=C1